2-(3-fluoro-5-((S or R)-1-(((R)-phenyl((R)-1,2,3,4-tetrahydropyrido[2,3-b]pyrazin-3-yl)methyl)amino)propan-2-yl)phenyl)acetic acid FC=1C=C(C=C(C1)[C@@H](CN[C@@H]([C@H]1CNC2=C(N1)N=CC=C2)C2=CC=CC=C2)C)CC(=O)O |o1:7|